C(C1=CC=CC=C1)OC1=NC(=CC=C1C1=NN(C2=CC(=CC=C12)O)C)OCC1=CC=CC=C1 3-[2,6-bis(benzyloxy)-3-pyridyl]-1-methyl-1H-indazol-6-ol